C(C)(C)(C)OC(NC(C)(C)C1=NC=C2N1C=CC=C2SCC)=O (2-(8-(ethylthio)imidazo[1,5-a]pyridin-3-yl)propan-2-yl)carbamic acid tert-butyl ester